OC1C(OCC1C1=CC=C(C=C1)Cl)=O (+)-3-hydroxy-4-(para-chlorophenyl)dihydrofuran-2(3H)-one